C1(C=2OC3=C(C21)C=CC=C3)C(=O)N cyclopropa[b][1]benzofuran-1-carboxamide